(±)-trans-4-phenyl-N-[3-(tetrahydro-2H-pyran-4-yloxy)phenyl]Pyrrolidine-3-carboxylic acid C1(=CC=CC=C1)[C@H]1[C@@H](CN(C1)C1=CC(=CC=C1)OC1CCOCC1)C(=O)O |r|